O1COC2=C1C=CC(=C2)COC2=C(C=C(C=O)C=C2)OC 4-(benzo-1,3-dioxolan-5-ylmethoxy)-3-methoxybenzaldehyde